(3-((1s,4s)-4'-Chloro-4-hydroxy-1',2'-dihydrospiro[cyclohexane-1,3'-pyrrolo[2,3-b]pyridin]-5'-yl)-2-fluorophenyl)((S)-2-(1-methyl-1H-pyrazol-4-yl)piperidin-1-yl)methanone ClC1=C2C(=NC=C1C=1C(=C(C=CC1)C(=O)N1[C@@H](CCCC1)C=1C=NN(C1)C)F)NCC21CCC(CC1)O